γ-methacryloxyoctyltrimethoxysilane C(C(=C)C)(=O)OC(CC[Si](OC)(OC)OC)CCCCC